6'-CHLORO-7-HYDROXY-3',4'-DIHYDRO-2'H,15H-SPIRO[9,20-DIOXA-13-THIA-1,14-DIAZATETRACYCLO[14.7.2.03,6.019,24]PENTACOSA-16,18,24-TRIENE-22,1'-NAPHTHALEN]-15-ONE 13,13-DIOXIDE ClC=1C=C2CCCC3(C2=CC1)COC1=CC=C2C(NS(CCCOCC(C4CCC4CN(C3)C1=C2)O)(=O)=O)=O